OC=1C(C(=CN2N=CN(C(C21)=O)CC2=CSC(=C2)C2=CC(=C(C=C2)CO)O)O)=O 5,7-dihydroxy-3-({5-[3-hydroxy-4-(hydroxymethyl)phenyl]thiophen-3-yl}methyl)-4,6-dihydro-3H-pyrido[2,1-f][1,2,4]triazine-4,6-dione